4,6-dimethyl-7-dimethylaminocoumarin CC1=CC(OC2=CC(=C(C=C12)C)N(C)C)=O